ClC=1N=C(SC1)C=1N=NN(C1)[C@@H]1[C@H]([C@@H](SC=2C(=NC=C(C2)Br)C#N)O[C@@H]([C@@H]1O)CO)OC 5-bromo-2-cyano-pyridine-3-yl 3-deoxy-3-[4-(4-chloro-thiazol-2-yl)-1H-1,2,3-triazol-1-yl]-2-O-methyl-1-thio-α-D-galactopyranoside